methyl 4-(4-fluoro-2-methyl-5-((4-methylthiazol-5-yl)methoxy)benzofuran-3-carboxamido)tetrahydro-2H-pyran-4-carboxylate FC1=C(C=CC2=C1C(=C(O2)C)C(=O)NC2(CCOCC2)C(=O)OC)OCC2=C(N=CS2)C